Methyl (S)-4-(1-(1-(3-(trifluoromethoxy)benzyl)-6-(trifluoromethyl)-2,3-dihydro-1H-imidazo[1,2-b]pyrazole-7-carboxamido)ethyl)benzoate FC(OC=1C=C(CN2CCN3N=C(C(=C32)C(=O)N[C@@H](C)C3=CC=C(C(=O)OC)C=C3)C(F)(F)F)C=CC1)(F)F